NC1=NC=C(C=C1NCC(C(=O)O)(C)CO)Br ((2-amino-5-bromopyridin-3-yl)amino)-2-(hydroxymethyl)-2-methylpropionic acid